6-Bromo-7-(methoxy-d3)-1-(4-methoxybenzyl)-1H-indazole BrC1=CC=C2C=NN(C2=C1OC([2H])([2H])[2H])CC1=CC=C(C=C1)OC